NC1=C(C=C(C=N1)C1=CC=C(C(=O)N2CCN(CC2)C(C)=O)C=C1)OCC1=C(C=C(C=C1)F)Cl 1-(4-{4-[6-amino-5-(2-chloro-4-fluoro-benzyloxy)-pyridin-3-yl]-benzoyl}-piperazin-1-yl)-ethanone